4'-((dimethylamino)methyl)-4-methyl-N-((6-methyl-4-(methylthio)-2-oxo-1,2-dihydropyridin-3-yl)methyl)-7-vinylspiro[benzo[d][1,3]dioxole-2,1'-cyclohexane]-5-carboxamide CN(C)CC1CCC2(CC1)OC1=C(O2)C(=CC(=C1C)C(=O)NCC=1C(NC(=CC1SC)C)=O)C=C